ClC1=CC=C(C=C1)C1CC(CC1)O 3-(4-chlorophenyl)cyclopentanol